OCC1=NN(C=C1)C=1CN2C(N(C(C1)C2)OS(=O)(=O)[O-])=O.C(C)[NH+](CC)CC triethylammonium [3-[3-(hydroxymethyl)pyrazol-1-yl]-7-oxo-1,6-diazabicyclo[3.2.1]oct-3-en-6-yl]sulfate